ClC1=C(C=CC=C1Cl)C=1N=CC(=NC1I)N1CCC2(CCC[C@H]2N[S@](=O)C(C)(C)C)CC1 (R)-N-((R)-8-(5-(2,3-dichlorophenyl)-6-iodopyrazin-2-yl)-8-azaspiro[4.5]dec-1-yl)-2-methylpropan-2-sulfinamide